FC(OC1=CC=C(C=C1)OC(=O)N1CC(C[C@H](C1)N1C(C(CC1)C)=O)(F)F)(F)F.C(CC)[Si](OCCCC)(CCC)CCC trin-propyl-monon-butoxysilane 4-(trifluoromethoxy)phenyl-(5R)-3,3-difluoro-5-(3-methyl-2-oxopyrrolidin-1-yl)piperidine-1-carboxylate